alpha-galacturonic acid O[C@@H]1[C@H](O)[C@@H](O)[C@@H](O)[C@H](O1)C(=O)O